4,4-dimethyl-2-(3-(trifluoromethyl)bicyclo[1.1.1]Pentane-1-yl)cyclohex-1-ene-1-carbaldehyde CC1(CC(=C(CC1)C=O)C12CC(C1)(C2)C(F)(F)F)C